tert-Butyl 2-((N-(2-oxo-2-((2'-oxo-1,1',2',3-tetrahydrospiro[indene-2,3'-pyrrolo[2,3-b]pyridin]-5-yl)amino)ethyl)pivalamido)methyl)benzylcarbamate O=C(CN(C(C(C)(C)C)=O)CC1=C(CNC(OC(C)(C)C)=O)C=CC=C1)NC=1C=C2CC3(C(NC4=NC=CC=C43)=O)CC2=CC1